tert-Butyl (2S,4R)-2-[(7-fluoro-2-formyl-indan-5-yl)carbamoyl]-4-methoxy-pyrrolidine-1-carboxylate FC=1C=C(C=C2CC(CC12)C=O)NC(=O)[C@H]1N(C[C@@H](C1)OC)C(=O)OC(C)(C)C